2-(2,2-bis(4-biphenylyl)ethyl)cyclohexanone C1(=CC=C(C=C1)C(CC1C(CCCC1)=O)C1=CC=C(C=C1)C1=CC=CC=C1)C1=CC=CC=C1